5-chloro-2-(difluoromethoxy)-3-(5-(3-fluorophenyl)-4-methyl-4H-1,2,4-triazol-3-yl)pyridine ClC=1C=C(C(=NC1)OC(F)F)C1=NN=C(N1C)C1=CC(=CC=C1)F